(S or R)-3-(6-Chloro-2-(3-(dimethylamino)azetidin-1-yl)-8-fluoro-7-(3-hydroxynaphthalen-1-yl)Quinazolin-4-yl)azetidine-3-carboxamide bistrifluoroacetate FC(C(=O)O)(F)F.FC(C(=O)O)(F)F.ClC=1C=C2C(=NC(=NC2=C(C1C1=CC(=CC2=CC=CC=C12)O)F)N1CC(C1)N(C)C)C1(CNC1)C(=O)N